5',8'-dihydro-7'H-spiro[cyclopropane-1,6'-pyrido[3,4-d]pyrimidine]-7'-carboxylic acid tert-butyl ester C(C)(C)(C)OC(=O)N1CC=2N=CN=CC2CC12CC2